C(C)(C)(C)C1=CC=C(C=C1)I(C1=CC=C(C=C1)C(C)(C)C)Cl bis(p-tert-butylphenyl)iodoChloride